(R)-5-(2-(azetidin-1-yl)ethoxy)-N-(1-(3-(1-isopropyl-1H-pyrazol-4-yl)-5-(1-methyl-1H-pyrazol-4-yl)phenyl)ethyl)-2-methylbenzamide N1(CCC1)CCOC=1C=CC(=C(C(=O)N[C@H](C)C2=CC(=CC(=C2)C=2C=NN(C2)C)C=2C=NN(C2)C(C)C)C1)C